16-fluoro-5-[4-(morpholin-4-yl)piperidin-1-yl]-7,11-dioxa-19,22,23-triazapentacyclo[16.5.2.12,6.012,17.021,24]hexacosa-1(23),2,4,6(26),12(17),13,15,18,20,24-decaene FC1=CC=CC=2OCCCOC=3C(=CC=C(C4=NNC5=CN=C(C12)C=C45)C3)N3CCC(CC3)N3CCOCC3